5-(5-amino-1,3,4-thiadiazol-2-yl)tetrahydrothiophene-2-carboxylic acid ethyl ester C(C)OC(=O)C1SC(CC1)C=1SC(=NN1)N